C(C)[P+](COC)(CC)CC triethyl-(methoxymethyl)phosphonium